Tert-butyl pyridine-5(4H)carboxylate N1=CCCC(=C1)C(=O)OC(C)(C)C